OC=1C=C(CCl)C=CC1O 3,4-dihydroxybenzyl chloride